2-bromo-3-(1,2,4-oxadiazol-5-yl)propionic acid BrC(C(=O)O)CC1=NC=NO1